2,6-dimethyl-3,3-dimethoxymethyl-heptane tert-butyl-N-[(trans)-4-[(4-{4-[(4-amino-2-methylnaphthalen-1-yl)oxy]-1,3-thiazol-5-yl}pyrimidin-2-yl)amino]cyclohexyl]carbamate C(C)(C)(C)OC(N[C@@H]1CC[C@H](CC1)NC1=NC=CC(=N1)C1=C(N=CS1)OC1=C(C=C(C2=CC=CC=C12)N)C)=O.CC(C)C(CCC(C)C)(COC)COC